C1=C(C=CC=C1C)C 2,6-xylene